3-[4-(1,3-benzothiazol-2-ylmethyl)piperazin-1-yl]-N-(2-methoxyethyl)-4-(2H-tetrazol-5-yl)aniline S1C(=NC2=C1C=CC=C2)CN2CCN(CC2)C=2C=C(NCCOC)C=CC2C=2N=NNN2